1-(3-ethoxyazetidin-1-yl)ethanone C(C)OC1CN(C1)C(C)=O